4-(5-acetyl-1-methyl-1H-1,2,4-triazol-3-yl)-N-(2-chloro-6-fluorophenyl)-5-fluoro-2-((1,1,1-trifluoropropan-2-yl)oxy)benzamide C(C)(=O)C1=NC(=NN1C)C1=CC(=C(C(=O)NC2=C(C=CC=C2F)Cl)C=C1F)OC(C(F)(F)F)C